dipropylcyclopentadienyl-hafnium C(CC)[Hf](C1C=CC=C1)CCC